C(C)(C)(C)OC(=O)N1CC(C(C(C1)C)(F)F)OCCO.FC(=C(CC12CC3CC(CC(C1)C3)C2)C2=CC3=CC=CC=C3C=C2)F (3r,5r,7r)-1-(3,3-difluoro-2-(naphthalen-2-yl)allyl)adamantane tert-butyl-4,4-difluoro-3-(2-hydroxyethoxy)-5-methyl-piperidine-1-carboxylate